C(C)(C)(C)OC(=O)N1C(CC(CC1)=O)C(=O)O 1-tert-butoxycarbonyl-4-oxo-piperidine-2-carboxylic acid